C(C)N1CC2(OC3(CC3)C1=O)CCN(CC2)CC2=CC=NC=C2 12-Ethyl-8-(pyridin-4-ylmethyl)-4-oxa-8,12-diazadispiro[2.1.5.3]tridecan-13-on